ClC1=CNC(C2=CC=CC=C12)=O 4-chloroisoquinolin-1(2H)-one